COC(C=C)C1(NC(=NC(=N1)NC1=CC=NC=C1)C1=CC=CC=C1)N 2-(3-Methyloxypropanen-3-yl)-6-phenyl-N4-(pyridin-4-yl)-1,3,5-triazine-2,4-diamine